2-(3-Fluoroazetidin-1-yl)-4-(4-(2-methoxyethoxy)phenyl)-6-((pyrimidin-4-ylmethyl)thio)pyridine-3,5-dicarbonitrile FC1CN(C1)C1=NC(=C(C(=C1C#N)C1=CC=C(C=C1)OCCOC)C#N)SCC1=NC=NC=C1